C(C)OC(=O)C1=NN2C(N=CC(=C2C2=C(C(=CC(=C2)F)F)F)C)=C1 6-methyl-7-(2,3,5-trifluorophenyl)pyrazolo[1,5-a]Pyrimidine-2-carboxylic acid ethyl ester